N1(N=NN=C1)C[C@H]1C[C@@H](NC1)CONC(=O)[C@H]1N2C(N([C@H](CC1)C2)OS(=O)(=O)O)=O (2S,5R)-N-{[(2R,4S)-4-(1H-tetrazol-1-ylmethyl)-pyrrolidin-2-yl]methyloxy}-7-oxo-6-(sulfooxy)-1,6-diazabicyclo[3.2.1]octane-2-carboxamide